C1(=CC=CC=C1)NCC1CO1 phenyl-glycidyl-amine